C(#N)C1(CC1)NS(=O)(=O)C=1C=C(C=2N(C1)C(=NC2)C=2SC(=NN2)C(F)(F)F)N2CCN(CC2)C(=O)[C@@H]2CNCC2 (S)-N-(1-cyanocyclopropyl)-8-(4-(pyrrolidine-3-carbonyl)piperazin-1-yl)-3-(5-(trifluoromethyl)-1,3,4-thiadiazol-2-yl)imidazo[1,5-a]pyridine-6-sulfonamide